CN1CCN(CC(C1)N(C([O-])=O)C=1N=CC2=C(C(=C(C=C2C1)C1=C(C2=C(OCCN2)N=C1)C)F)N)C 1,4-Dimethyl-1,4-diazepan-6-yl(8-amino-7-fluoro-6-(8-methyl-2,3-dihydro-1H-pyrido[2,3-b][1,4]oxazin-7-yl)isoquinolin-3-yl)carbamate